9-methoxy-3H-benzo[f]chromen-3-one COC=1C=CC2=C(C=3C=CC(OC3C=C2)=O)C1